N-((1r,4r)-4-(hydroxymethyl)cyclohexyl)-4-(isopropylamino)-6-(tributylstannyl)nicotinamide OCC1CCC(CC1)NC(C1=CN=C(C=C1NC(C)C)[Sn](CCCC)(CCCC)CCCC)=O